5-[(1E)-{[3-methoxy-4-(methylamino)phenyl]imino}methyl]-2,2-dimethyl-1,3-dioxane-4,6-dione COC=1C=C(C=CC1NC)\N=C\C1C(OC(OC1=O)(C)C)=O